1,5-diethyl-N-[(1s,4s)-4-{[2-(trifluoromethyl)imidazo[1,2-a]pyridin-5-yl]amino}cyclohexyl]-1H-pyrazole-3-carboxamide C(C)N1N=C(C=C1CC)C(=O)NC1CCC(CC1)NC1=CC=CC=2N1C=C(N2)C(F)(F)F